(4-(3-((2,6-dioxopiperidin-3-yl)carbamoyl)-2-fluorophenyl)but-3-en-1-yl)picolinamide O=C1NC(CCC1NC(=O)C=1C(=C(C=CC1)C=CCCC=1C(=NC=CC1)C(=O)N)F)=O